[1,2,4]triazolo[1,5-a]pyridin-5-yl-(cyclopropyl)methanol N=1C=NN2C1C=CC=C2C(O)C2CC2